5-ETHOXYPYRIDINE-2-CARBALDEHYDE C(C)OC=1C=CC(=NC1)C=O